FC12CC(C1)(C2)C2(CC2)N 1-{3-fluoro-bicyclo[1.1.1]pentan-1-yl}cyclopropan-1-amine